FC=1C(=C2C(=NC(=NN2C1)N[C@@H]1[C@@H](CN(CC1)C1(COC1)C)F)OC)C=1C=NC=2N(C1)C=CN2 6-fluoro-N-((3R,4S)-3-fluoro-1-(3-methyloxetan-3-yl)piperidin-4-yl)-5-(imidazo[1,2-a]pyrimidin-6-yl)-4-methoxypyrrolo[2,1-f][1,2,4]triazin-2-amine